2-(1-(6-amino-9H-purin-9-yl)ethyl)-6-bromo-3-(2-fluorophenyl)-4H-chromen-4-one NC1=C2N=CN(C2=NC=N1)C(C)C=1OC2=CC=C(C=C2C(C1C1=C(C=CC=C1)F)=O)Br